(E)-1-(4-methyl-2-(phenylethynyl)phenyl)-3-(p-tolyl)prop-2-en-1-one CC1=CC(=C(C=C1)C(\C=C\C1=CC=C(C=C1)C)=O)C#CC1=CC=CC=C1